CC(C)C[C@@H](CCC)O (R)-2-Methylheptan-4-ol